CC1CNC(NC1)=O dihydro-5-methyl-2(1H,3H)pyrimidinone